IC=1C=C(C=CC1C)NC(=O)NC1=CC(=C(C=C1)CN1CCN(CC1)C)C(F)(F)F 1-(3-iodo-4-methylphenyl)-3-(4-((4-methylpiperazin-1-yl)methyl)-3-(trifluoromethyl)phenyl)urea